N-(Hexane-3-yl)dodecane-1,12-diamine CCC(CCC)NCCCCCCCCCCCCN